(R)-5-(sec-butylamino)-4-carbamoyl-2-methylbenzoic acid [C@@H](C)(CC)NC=1C(=CC(=C(C(=O)O)C1)C)C(N)=O